9-(4-((1-(3-fluoropropyl)azetidin-3-yl)methyl)phenyl)-8-(3-(2,2,2-trifluoroethyl)phenyl)-6,7-dihydro-5H-benzo[7]annulene-3-carboxylic acid FCCCN1CC(C1)CC1=CC=C(C=C1)C1=C(CCCC2=C1C=CC(=C2)C(=O)O)C2=CC(=CC=C2)CC(F)(F)F